C(C)(C)(C)OC(=O)N1CC2=C(C(C1)C1=C(C=CC=C1)C=1C(=NN(C1)CCC#N)C(F)(F)F)C=C(S2)C#N tert-Butyl-2-cyano-4-(2-(1-(2-cyanoethyl)-3-(trifluoromethyl)-1H-pyrazol-4-yl)phenyl)-4,7-dihydrothieno[2,3-c]pyridine-6(5H)-carboxylate